[SH-].[Li+] lithium hydrosulfide